C(C)OC(\C=C\C(NC1=CC(=NC=C1)C1=CC=CC=C1)=O)=O (E)-3-(2-Phenyl-pyridin-4-ylcarbamoyl)-acrylic acid ethyl ester